C(C)(C)(C)OC(=O)N1CC2(C1)CC(C2)N2C(C(=C(C=C2)C(=O)O)CO)=O 1-(2-(tert-butoxycarbonyl)-2-azaspiro[3.3]heptan-6-yl)-3-(hydroxymethyl)-2-oxo-1,2-dihydropyridine-4-carboxylic acid